aluminum tris(4,5-dimethyl-8-hydroxyquinoline) CC1=CC=NC2=C(C=CC(=C12)C)O.CC1=CC=NC2=C(C=CC(=C12)C)O.CC1=CC=NC2=C(C=CC(=C12)C)O.[Al]